8-(1-((tert-butoxycarbonyl)amino)propan-2-yl)quinoline-4-carboxylic acid C(C)(C)(C)OC(=O)NCC(C)C=1C=CC=C2C(=CC=NC12)C(=O)O